C1(CC1)CN1C(CC(CC1)N1CC2=CC(=CC=C2C(C1)C)C(=O)NC=1C=NC=C(C1)C(F)(F)F)=O 2-[1-(cyclopropylmethyl)-2-oxo-4-piperidyl]-4-methyl-N-[5-(trifluoromethyl)-3-pyridyl]-3,4-dihydro-1H-isoquinoline-7-carboxamide